ClC1=CC(=C(C=C1)C1=NC(=NC2=C1N=C1N(C2=O)CCC1)C1CC(OCC1)C1=CC(=NC=C1)C)F 4-(4-chloro-2-fluorophenyl)-2-(2-(2-methylpyridin-4-yl)tetrahydro-2H-pyran-4-yl)-7,8-dihydropyrimido[5,4-d]pyrrolo[1,2-a]pyrimidin-10-one